formyl-4,6-dihydro-5H-pyrrolo[3,4-d]thiazole-5-carboxylic acid tert-butyl ester C(C)(C)(C)OC(=O)N1CC=2N=C(SC2C1)C=O